sulfoxypentane O(S(=O)(=O)O)CCCCC